2-Fluoro-5-(5-(4-(methylsulfonyl)piperazin-1-yl)-1H-pyrazolo[3,4-c]pyridine-1-yl)phenol FC1=C(C=C(C=C1)N1N=CC=2C1=CN=C(C2)N2CCN(CC2)S(=O)(=O)C)O